2-(2-aminobenzyl)-6-((4-methoxyphenyl)sulfonyl)phthalazin-1(2H)-one NC1=C(CN2C(C3=CC=C(C=C3C=N2)S(=O)(=O)C2=CC=C(C=C2)OC)=O)C=CC=C1